2-(6-(3-((o-tolyloxy)methyl)piperidin-1-yl)-1H-pyrazolo[3,4-b]pyrazin-1-yl)-1,3,4-thiadiazole C1(=C(C=CC=C1)OCC1CN(CCC1)C1=CN=C2C(=N1)N(N=C2)C=2SC=NN2)C